C(C)(C)C1N=CC2=CC(=C(C=C2C1)OCCCOC)C(=O)OC(C(F)(F)F)(C)C 1,1,1-trifluoro-2-methylpropan-2-yl 3-isopropyl-6-(3-methoxypropoxy)-3,4-dihydroisoquinoline-7-carboxylate